9,10-didehydro-N,N-diethyl-6-methyl-ergoline-8-carboxamide C(C)N(C(=O)C1CN([C@@H]2CC3=CNC4=CC=CC(C2=C1)=C34)C)CC